N-phenyl-iodobenzamide C1(=CC=CC=C1)NC(C1=C(C=CC=C1)I)=O